6-(2,6-dichloro-3,5-dimethoxyphenyl)-8-(1-(2-methoxyethyl)-1H-pyrazol-4-yl)-2-(methylthio)pyrido[3,4-d]pyrimidine ClC1=C(C(=C(C=C1OC)OC)Cl)C1=CC2=C(N=C(N=C2)SC)C(=N1)C=1C=NN(C1)CCOC